O=C1N(CC2=CC(=CC=C12)O[C@@H]1[C@H](CCC1)N1CC(C1)C1=CC=CC=C1)C12C(NC(C(C1)C2)=O)=O 1-(1-oxo-5-(((1S,2S)-2-(3-phenylazetidin-1-yl)cyclopentyl)oxy)isoindolin-2-yl)-3-azabicyclo[3.1.1]heptane-2,4-dione